FC=1C(=CC(=NC1C1=CC=C(C=C1)F)C1(OCC(C1)OCCCC(F)(F)F)CC1=C(N=NC2=C(C=C(C=C12)C(=O)N)OC)C)C(C)(C)O ((2-(5-fluoro-6-(4-fluorophenyl)-4-(2-hydroxypropan-2-yl)pyridin-2-yl)-4-(4,4,4-trifluorobutoxy)tetrahydrofuran-2-yl)methyl)-8-methoxy-3-methylcinnoline-6-carboxamide